behenyl behenate (behenate) behenate C(CCCCCCCCCCCCCCCCCCCCC)(=O)O.C(CCCCCCCCCCCCCCCCCCCCC)(=O)O.C(CCCCCCCCCCCCCCCCCCCCC)(=O)OCCCCCCCCCCCCCCCCCCCCCC